(2S,3S,4R,5R)-N-cyclopropyl-3,4-dihydroxyl-5-(6-(((6-methylpyridin-2-yl)methyl)amino)-2-(5-methylpyridin-3-yl)-9H-purin-9-yl)tetrahydrofuran-2-formamide C1(CC1)NC(=O)[C@H]1O[C@H]([C@@H]([C@@H]1O)O)N1C2=NC(=NC(=C2N=C1)NCC1=NC(=CC=C1)C)C=1C=NC=C(C1)C